(2-hydroxy-3',5-di-tert-butylphenyl)-5-chlorobenzotriazole OC1=C(C=C(C=C1C(C)(C)C)C(C)(C)C)C1=C(C=CC=2NN=NC21)Cl